COC1=CC=C(C=C1)C1=NOC(=N1)C1=CC=C(N=N1)NCCN(C)C N1-(6-(3-(4-methoxyphenyl)-1,2,4-oxadiazol-5-yl)pyridazin-3-yl)-N2,N2-dimethylethane-1,2-diamine